5-(2-cyclopropylphenyl)-2,3-dihydrospiro[indene-1,3'-pyrrolidine]-3,5',5'-d3-3-ol C1(CC1)C1=C(C=CC=C1)C=1C=C2C(CC3(CNC(C3)([2H])[2H])C2=CC1)(O)[2H]